ClC=1C(=C(C(=C(C(=O)N)C1F)C1=CC=CC2=C1C[C@](O2)(C2=CC=CC=C2)CNC2CCC(CC2)(C)O)F)CC (2s,4s)-5-chloro-6-fluoro-2-(((((cis)-4-hydroxy-4-methylcyclohexyl)amino)methyl)-2-phenyl-2,3-dihydrobenzofuran-4-yl)-4-ethyl-3-fluorobenzamide